ClC=1C=C(C=C(C1O)Cl)B(O)O (3,5-dichloro-4-hydroxyphenyl)boranediol